[N+](=O)([O-])C1=C(C=C(C=C1)C1=CC=CC=C1)C1=NN(C=C1)CC=1C=C(C(=O)N)C=CC1 3-((3-(4-nitro-[1,1'-biphenyl]-3-yl)-1H-pyrazol-1-yl)methyl)benzamide